2-(trifluoromethyl)-propane FC(C(C)C)(F)F